C(COCCO)OCCO 2,2'-(ethane-1,2-diylbis(oxy))diethanol